N1C(=NC2=C1C=CC=C2)C2=C(C(=NN2CC2=CC=C(C=C2)OC)NC(C2=CC(=C(C=C2)OC)Cl)=O)Br N-[5-(1H-benzimidazol-2-yl)-4-bromo-1-[(4-methoxyphenyl)methyl]pyrazol-3-yl]-3-chloro-4-methoxy-benzamide